Ethyl (3-cyano-7-fluorothieno[3,2-c]pyridin-2-yl)carbamate C(#N)C1=C(SC2=C1C=NC=C2F)NC(OCC)=O